[1-(4-fluoropyrimidin-2-yl)-3-piperidyl]N-[1-[2-[methyl-[2-(4-methylphenoxy)ethyl]amino]-2-oxo-ethyl]pyrazol-4-yl]carbamate FC1=NC(=NC=C1)N1CC(CCC1)OC(NC=1C=NN(C1)CC(=O)N(CCOC1=CC=C(C=C1)C)C)=O